FC(C=1C=C(CN2C(=NC=3C2=NC(=CN3)C=3C2=C(C(N(C3)C)=O)NC=C2)C)C=CC1)(F)F 4-(1-(3-trifluoromethylbenzyl)-2-methyl-1H-imidazo[4,5-b]pyrazin-6-yl)-6-methyl-1H-pyrrolo[2,3-c]pyridin-7(6H)-one